C(#N)C(C(=O)OC(C)(C)C)C=1C=C2C(N(CC2=CC1)CC1=CC=C(C=C1)OC)=O tert-Butyl 2-cyano-2-(2-(4-methoxybenzyl)-3-oxoisoindolin-5-yl)acetate